N-[cyclohex-1-en-1-yl-(8-hydroxy-5-nitroquinolin-7-yl)methyl]pentanamide C1(=CCCCC1)C(NC(CCCC)=O)C1=CC(=C2C=CC=NC2=C1O)[N+](=O)[O-]